1-(4-((tert-butyldimethylsilyl)oxy)butyl)-4-(2,3-dichloro-6-((2-(trimethylsilyl)ethoxy)methoxy)phenyl)pyrrolidin-2-one [Si](C)(C)(C(C)(C)C)OCCCCN1C(CC(C1)C1=C(C(=CC=C1OCOCC[Si](C)(C)C)Cl)Cl)=O